FC(C=1C=C(C=CC1)C=1OC2=C(C=C(C=C2C(C1C)=O)F)[C@@H](C)NC1=C(C(=O)O)C=CC=C1)F 2-[[(1R)-1-[2-[3-(Difluoromethyl)phenyl]-6-fluoro-3-methyl-4-oxo-chromen-8-yl]ethyl]amino]benzoic acid